1-[3-chloro-5-[(7S)-6-(2-chloro-3-methoxy-benzoyl)-2,7-dimethyl-5,7-dihydro-4H-pyrazolo[3,4-c]pyridin-3-yl]phenyl]cyclopropanecarboxamide ClC=1C=C(C=C(C1)C=1N(N=C2[C@@H](N(CCC21)C(C2=C(C(=CC=C2)OC)Cl)=O)C)C)C2(CC2)C(=O)N